tert-Butyl (3S,4S)-3-(3-bromo-2-fluorobenzyl)-4-[(methylsulfonyl)amino]-2-azabicyclo[3.1.1]heptane-2-carboxylate BrC=1C(=C(C[C@@H]2N(C3CC([C@@H]2NS(=O)(=O)C)C3)C(=O)OC(C)(C)C)C=CC1)F